COC=1C=C(C=CC1C1=NC=CC=C1)CN (3-Methoxy-4-(pyridin-2-yl)phenyl)methylamine